N-(2-fluoropyridin-4-yl)-1,2,4-trimethyl-5-(2-oxo-2-((1,1,1-trifluoro-2-methylpropan-2-yl)amino)acetyl)-1H-pyrrole-3-carboxamide FC1=NC=CC(=C1)NC(=O)C1=C(N(C(=C1C)C(C(NC(C(F)(F)F)(C)C)=O)=O)C)C